(4-amino-2-fluorophenoxy)-3-nitropyridin-2-amine NC1=CC(=C(OC2=C(C(=NC=C2)N)[N+](=O)[O-])C=C1)F